C(C)N1N=C(C(=C1)F)[S@](=O)(N)=NC(NC1=C2C(=NC3=C1CCC3)[C@@H](CC2)C)=O (S)-1-ethyl-4-fluoro-N'-(((R)-3-methyl-1,2,3,5,6,7-hexahydrodicyclopenta[b,e]pyridin-8-yl)carbamoyl)-1H-pyrazole-3-sulfonimidamide